N1C=C(C2=CC=CC=C12)CCC1N(CCC=2C=C3C(=CC12)ONO3)CC3=CC=CC=C3 5-(2-(1H-indol-3-yl)ethyl)-6-benzyl-5,6,7,8-tetrahydro-[1,3]dioxazolo[4,5-g]isoquinoline